N1CC(C1)C1=CC=C(N=N1)C1=C(C=C(C=C1)C=1N=CC=2N(C1)C=C(N2)C)O 2-(6-(azetidin-3-yl)pyridazin-3-yl)-5-(2-methylimidazo[1,2-a]pyrazin-6-yl)phenol